ClC1=CC=C(O[C@H](C(=O)NOC(C)C2=CC=C(C=C2)C(F)(F)F)C)C=C1 (2S)-2-(4-chlorophenoxy)-N-{1-[4-(trifluoromethyl)phenyl]ethoxy}propanamide